COC=1C(NC=C2C1N=C(N=C2)C)=O 8-methoxy-2-methylpyrido[4,3-d]pyrimidin-7(6H)-one